7-((2-methyl-6-(trifluoromethyl)pyridin-3-yl)sulfonyl)-2-(tetrahydro-2H-pyran-4-yl)-2,7-diazaspiro[3.5]nonane CC1=NC(=CC=C1S(=O)(=O)N1CCC2(CN(C2)C2CCOCC2)CC1)C(F)(F)F